O1N=CN=C1C=1C=C(C=NC1)C=1C=C(C=CC1)O 3-(5-(1,2,4-oxadiazol-5-yl)pyridin-3-yl)phenol